2-(3-(2-((1,5-dimethyl-1H-pyrazol-3-yl)amino)-5-methylpyrimidin-4-yl)-1H-indol-7-yl)-4-(pyrimidin-5-yl)isoindolin-1-one CN1N=C(C=C1C)NC1=NC=C(C(=N1)C1=CNC2=C(C=CC=C12)N1C(C2=CC=CC(=C2C1)C=1C=NC=NC1)=O)C